N1=C(N=C(N=C1C(=O)O)C(=O)O)C(=O)O.[K] potassium 1,3,5-triazine-2,4,6-tricarboxylic acid